C(C)(C)(C)OC(CCC1=CC=C(C=C1)N1CCC(CC1)N)=O.C12(CC3CC(CC(C1)C3)C2)CC(=O)NC=2C=CC3=C(N(N=C3C2)CC2=C(C=CC=C2)O)N 2-(1-adamantyl)-N-[3-amino-2-[(2-hydroxyphenyl)methyl]indazol-6-yl]acetamide tert-Butyl-3-(4-(4-Aminopiperidin-1-yl)phenyl)propanoate